FC1(OCC2=C(O1)C=CC=C2N2CCN(CC2)C(=O)C2=CNC=CC=C2)F 3-(4-(2,2-difluorobenzo[d][1,3]dioxan-5-yl)piperazine-1-carbonyl)azepine